[C].[K].[Ti].[O] oxygen titanium potassium carbon